C(#N)C=1C=CC(=C(C1)NS(=O)(=O)C=1C=C(C(=O)OC)C=CC1C1CCC1)C1=NC=CC=C1 Methyl 3-(N-(5-cyano-2-(pyridin-2-yl)phenyl)sulfamoyl)-4-cyclobutylbenzoate